tertbutyl N-[(1R)-1-(2-chloroacetyl)-3-methyl-butyl]carbamate ClCC(=O)[C@@H](CC(C)C)NC(OC(C)(C)C)=O